8-{[(4-chloro-2,6-dimethylphenyl)acetyl]amino}-1,4-dioxaspiro[4.5]decane-8-carboxylic acid ClC1=CC(=C(C(=C1)C)CC(=O)NC1(CCC2(OCCO2)CC1)C(=O)O)C